N-octadecyl-2-(3,4-di-(2-propen-1-oxy)-phenyl)-3,7-bis-(2-propen-1-yloxy)-quinolin-4-one C(CCCCCCCCCCCCCCCCC)N1C(=C(C(C2=CC=C(C=C12)OCC=C)=O)OCC=C)C1=CC(=C(C=C1)OCC=C)OCC=C